O=S1(N(CCC1)C=1C(=CC(=C(C1)NC(=O)N[C@@H](C)C=1N(N=CN1)C1=NC=CC=N1)C)C)=O 1-[5-(1,1-dioxo-1,2-thiazolidin-2-yl)-2,4-dimethyl-phenyl]-3-[(1S)-1-(2-pyrimidin-2-yl-1,2,4-triazol-3-yl)ethyl]urea